C(CCC=C)SCCCC=C di(4-pentenyl)thioether